ClC=1C=C(C=C(C1)C=1N(N=C2[C@@H](N(CCC21)C(C2=C(C(=CC=C2)OC)Cl)=O)C)C)CC(=O)N 2-[3-Chloro-5-[(7S)-6-(2-chloro-3-methoxy-benzoyl)-2,7-dimethyl-5,7-dihydro-4H-pyrazolo[3,4-c]pyridin-3-yl]phenyl]acetamide